ethyl 4-(4-fluorophenyl)-2,5-dimethyl-1H-pyrrole-3-carboxylate FC1=CC=C(C=C1)C=1C(=C(NC1C)C)C(=O)OCC